(1s,4s)-4-(2-(4-(1,2,4-oxadiazol-5-yl)cyclohexylamino)-8-(2,6-dichloro-4-fluorophenylamino)-9H-purin-9-yl)cyclohexanecarboxamide O1N=CN=C1C1CCC(CC1)NC1=NC=C2N=C(N(C2=N1)C1CCC(CC1)C(=O)N)NC1=C(C=C(C=C1Cl)F)Cl